5-(azetidin-1-yl)pyridine-3-carbonitrile N1(CCC1)C=1C=C(C=NC1)C#N